Cl.N1CCC(CC1)N1N=CC(=C1)C=1N=C(C=2N(C1)N=CC2C#N)C=2C=NC(=CC2)N2CCC(CC2)C2=NC=CC=N2 6-[1-(4-piperidyl)pyrazol-4-yl]-4-[6-(4-pyrimidin-2-yl-1-piperidyl)-3-pyridyl]pyrazolo[1,5-a]pyrazine-3-carbonitrile hydrochloric acid salt